C(CCCCCCCCCCCCC)OCC(=O)OC1=C(CC2=CC(=C(C=C12)OC)OC)CC1CCN(CC1)CC1=CC=CC=C1 2-((1-benzylpiperidin-4-yl) methyl)-5,6-dimethoxy-1H-inden-3-yl 2-(tetradecyloxy)acetate